CC1=CC=C(CP(OCC)(OCC)=O)C=C1 diethyl (4-methylbenzylphosphonate)